C(CCCC[C@@H]1SC[C@@H]2NC(=O)N[C@H]12)(=O)NNCCCC[C@H](N)C(=O)O Nε-(biotinamido)-L-lysine